ACETONITRILE-d C(C[2H])#N